(R)-6-(4-(4-aminobut-1-yn-1-yl)-2,6-difluorophenyl)-5-chloro-N-(3-methylbutan-2-yl)-[1,2,4]triazolo[1,5-a]pyrimidin-7-amine hydrochloride Cl.NCCC#CC1=CC(=C(C(=C1)F)C=1C(=NC=2N(C1N[C@H](C)C(C)C)N=CN2)Cl)F